N1C=NC2=C1C=CC=C2N2CCSCC2 4-(1H-benzimidazol-4-yl)thiomorpholine